C(C)OC(CCC(=O)C1=NC(=CC=C1O)C=1C=C(C=CC1)C1=CC=CC=C1)=O 4-(6-biphenyl-3-yl-3-hydroxy-pyridin-2-yl)-4-oxo-butyric acid ethyl ester